F[C@H]1CN(CC[C@H]1O)C1=NC=CC(=N1)NC=1N=CC2=C(N=CC(=C2C1)C=1C(=NC=CC1)F)N1[C@H](CC1)C (3S,4R)-3-fluoro-1-(4-((5-(2-fluoropyridin-3-yl)-8-((S)-2-methylazetidin-1-yl)-2,7-naphthyridin-3-yl)amino)pyrimidin-2-yl)piperidin-4-ol